1-(2-amino-5-(3-amino-7-(1H-pyrazol-4-yl)isoxazolo[4,5-c]pyridin-4-yl)-4-hydroxyphenyl)ethan-1-one NC1=C(C=C(C(=C1)O)C1=NC=C(C2=C1C(=NO2)N)C=2C=NNC2)C(C)=O